alpha-naphthylacetic acid sodium salt [Na+].C1(=CC=CC2=CC=CC=C12)CC(=O)[O-]